C(C)(C)OCCCCCN 5-isopropoxypentanamine